6-(cyclopropanecarboxamido)-4-((4-cyclopropyl-5-Methyl-2-(N-methylmethanesulfonamido)phenyl)amino)-N-ethoxynicotinamide C1(CC1)C(=O)NC1=NC=C(C(=O)NOCC)C(=C1)NC1=C(C=C(C(=C1)C)C1CC1)N(S(=O)(=O)C)C